4-{8-amino-3-[(1'S,6'R,8a'S)-1'-hydroxy-3'-oxohexahydrospiro[cyclopropane-1,2'-indolizin]-6'-yl]imidazo[1,5-a]pyrazin-1-yl}-3-ethoxy-N-[4-(trifluoromethyl)pyridin-2-yl]benzamide NC=1C=2N(C=CN1)C(=NC2C2=C(C=C(C(=O)NC1=NC=CC(=C1)C(F)(F)F)C=C2)OCC)[C@H]2CN1C(C3([C@@H]([C@@H]1CC2)O)CC3)=O